1-[3-[(2S)-1,1-difluoro-1-phenylpropan-2-yl]-8-(methoxycarbonyl)-3H,6H,7H,8H,9H-imidazo[4,5-h]isoquinolin-2-yl]piperidine-4-carboxylic acid FC([C@H](C)N1C(=NC2=C1C=CC=1CCN(CC21)C(=O)OC)N2CCC(CC2)C(=O)O)(C2=CC=CC=C2)F